CC1=NC2=C(C(N1)=O)CC(CC21CC1)=O 2-methylspiro[5,7-dihydro-3H-quinazoline-8,1'-cyclopropane]-4,6-dione